NC=1C=CC(=NC1)N1N=C(C(=C1)C1=CN=C(N1C)C(=O)NC1=CC(=C(C=C1)C(=O)N1C[C@@H](NCC1)C)Cl)C(F)(F)F 5-[1-(5-amino-2-pyridinyl)-3-(trifluoromethyl)pyrazol-4-yl]-N-[3-chloro-4-[(3S)-3-methylpiperazine-1-carbonyl]phenyl]-1-methyl-imidazole-2-carboxamide